NC=1C=NC=CC1N1C[C@H]2N(CC1)S(CC2)(=O)=O (S)-5-(3-aminopyridin-4-yl)hexahydro-2H-isothiazolo[2,3-a]pyrazine 1,1-dioxide